C(C)(C)(C)OC(=O)N1C[C@H](C([C@H](C1)C)(F)F)CCCOC1=C2N(C(C(NC2=CC(=C1)NC1=NC(=NC=C1Cl)Cl)=O)=O)C (3R,5S)-3-(3-((7-((2,5-dichloropyrimidin-4-yl)amino)-4-methyl-2,3-dioxo-1,2,3,4-tetrahydroquinoxalin-5-yl)oxy)propyl)-4,4-difluoro-5-methylpiperidine-1-carboxylic acid tert-butyl ester